O1N=CC(=C1)NC(=O)[C@@H]1CC12CCN(CC2)C(=O)[O-] |r| (±)-1-(isoxazol-4-ylcarbamoyl)-6-azaspiro[2.5]octane-6-carboxylate